BrCC1=NC=NC=C1 4-(Bromomethyl)pyrimidine